COC=1C=C(C=C(C1)OC)NC1=NC=C(C(=N1)NC1=CC(=CC=C1)S(=O)(=O)N1CCOCC1)C N2-(3,5-dimethoxyphenyl)-5-methyl-N4-(3-(morpholinesulfonyl)phenyl)pyrimidine-2,4-diamine